N-(2-methacryloyloxyethyl)imidazolin-2-one C(C(=C)C)(=O)OCCN1C(NCC1)=O